C1(=CC=CC=C1)C=1C(=C2C(=CC1)N=C1C=CC3=C4C=CC=CC4=NC3=C12)C1=C(C(=NN=N1)C1=C2C(=CC=C1C1=CC=CC=C1)N=C1C=CC3=C4C=CC=CC4=NC3=C12)C1=C2C(=CC=C1C1=CC=CC=C1)N=C1C=CC3=C4C=CC=CC4=NC3=C12 Tris[phenylindolocarbazolyl]triazine